C(C)OC(CC([C@H]([C@H](CC)C)NC(=O)OC(C)(C)C)=O)=O (4S,5S)-4-((tert-butoxycarbonyl)amino)-5-methyl-3-oxoheptanoic acid ethyl ester